COC(C1=CC(=CC=C1)C(NC1(CCN(CC1)C1=NC(=C(N=C1)C1=C(C(=CC=C1)Cl)Cl)N)C)=O)=O 3-((1-(6-amino-5-(2,3-dichlorophenyl)pyrazin-2-yl)-4-methylpiperidin-4-yl)carbamoyl)benzoic acid methyl ester